3,5-bis(1-bromoethyl)-phenylalanine BrC(C)C=1C=C(C[C@H](N)C(=O)O)C=C(C1)C(C)Br